[O-2].[Mg+2].[Al+3] Aluminum-magnesium oxide